diamino-dichloro-platinum (II) N[Pt-2](Cl)(Cl)N